O[C@@]1(C[C@H](OCC1)[C@H]1[C@@H](CC1)COC(=O)C1=CC2=C(OCC3(CCCC4=CC=CC=C34)CN2)C=C1)C=C (((1R,2R)-2-((2S,4S)-4-HYDROXY-4-VINYLTETRAHYDRO-2H-PYRAN-2-YL)CYCLOBUTYL)METHYL)-3',4,4',5-TETRAHYDRO-2H,2'H-SPIRO[BENZO[B][1,4]OXAZEPINE-3,1'-NAPHTHALENE]-7-CARBOXYLATE